(S)-6-((4-((2-hydroxy-1-phenylethyl)amino)-5-(3,8-dioxa-1-azaspiro[4.5]dec-1-en-2-yl)pyrimidin-2-yl)amino)-1-isopropyl-2-(methoxymethyl)-1,2-dihydro-3H-pyrazolo[3,4-b]pyridin-3-one OC[C@H](C1=CC=CC=C1)NC1=NC(=NC=C1C1=NC2(CO1)CCOCC2)NC2=CC=C1C(=N2)N(N(C1=O)COC)C(C)C